C(C1=CC=CC=C1)OC1=CC2=C(C[C@@H](O2)COCOCCOC)C(=C1Br)F (2R)-6-(benzyloxy)-5-bromo-4-fluoro-2-{[(2-methoxyethoxy)methoxy]methyl}-2,3-dihydro-1-benzofuran